4-isopropylphenyl-acetyl-piperazine C(C)(C)C1=CC=C(C=C1)C1N(CCNC1)C(C)=O